C1(=CC=CC=C1)S(=O)(=O)NC1=C(C=C(C=C1)I)[N+](=O)[O-] (E)-benzenesulfonyl-4-iodo-2-nitroaniline